C(=O)O.C1(CC1)C1=CC=C(C=C1)N1CC(C1)C1=CC(=C(CN2CC(C2)(O)C)C(=C1)C)C 1-(4-(1-(4-cyclopropylphenyl)azetidin-3-yl)-2,6-dimethylbenzyl)-3-methylazetidin-3-ol formate salt